methyl 2-(8-((tert-butoxycarbonyl)amino) tetrazolo[1,5-b]pyridazine-6-carboxamido)-4-ethynyl-5-fluorobenzoate C(C)(C)(C)OC(=O)NC=1C=2N(N=C(C1)C(=O)NC1=C(C(=O)OC)C=C(C(=C1)C#C)F)N=NN2